OC[C@H]1[C@@H](C1)COCC(C(=O)[O-])C 3-(((1R,2R)-2-(hydroxymethyl) cyclopropyl) methoxy)-2-methylpropionate